5-(2-chloro-5-(isobutyrylaminomethyl)benzoylamino)-1-ethyl-N-(4-fluorophenyl)-1H-indole-2-carboxamide ClC1=C(C(=O)NC=2C=C3C=C(N(C3=CC2)CC)C(=O)NC2=CC=C(C=C2)F)C=C(C=C1)CNC(C(C)C)=O